3-(5-Acetyl-4-methoxythiophen-2-yl)-3-(3-{[(4-methoxybenzyl)oxy]methyl}-4-methylphenyl)-2,2-dimethylpropanoic acid C(C)(=O)C1=C(C=C(S1)C(C(C(=O)O)(C)C)C1=CC(=C(C=C1)C)COCC1=CC=C(C=C1)OC)OC